ClC1=C(C=C(C=C1)NC(=O)NCC=1C=C2CN(C(C2=CC1)=O)C1C(NC(CC1)=O)=O)O 1-(4-chloro-3-hydroxyphenyl)-3-((2-(2,6-dioxopiperidin-3-yl)-1-oxoisoindolin-5-yl)methyl)urea